CC1=NC(=CC(=N1)C1=CN(C2=C1C(=NC=C2)C(F)(F)F)S(=O)(=O)C2=CC=C(C=C2)C)OC2CCC(CC2)C(F)(F)F 2-methyl-4-[1-(4-methylbenzenesulfonyl)-4-(trifluoromethyl)-1H-pyrrolo[3,2-c]pyridin-3-yl]-6-{[(1r,4r)-4-(trifluoromethyl)cyclohexyl]oxy}pyrimidine